BrC1=C(C(=C(C=C1)CN1CCOCC1)F)F 4-[(4-bromo-2,3-difluoro-phenyl)methyl]morpholine